OCCOCC(CCO)OCCOCCO 4-(2-hydroxyethoxy)-3-(2-(2-hydroxyethoxy)ethoxy)butan-1-ol